2-Difluoromethyl-8-[5-(3-methoxy-phenoxy)-1-methyl-1H-pyrazol-3-yl]-1-propyl-1,7-dihydro-purin-6-one FC(C=1N(C(C=2NC(=NC2N1)C1=NN(C(=C1)OC1=CC(=CC=C1)OC)C)=O)CCC)F